C(C)(C)(C)[S@@](=O)N1[C@H]([C@H]1C(=O)OC)C(=O)O (2R,3S)-1-((R)-tert-butylsulfinyl)-3-(methoxycarbonyl)aziridine-2-carboxylic acid